FC1=C(C=C2C(=NC(=NC2=C1)C)N[C@H](C)C1=C(C(=CC=C1)C(F)(F)F)C)I (R)-7-fluoro-6-iodo-2-methyl-N-(1-(2-methyl-3-(trifluoromethyl)phenyl)ethyl)quinazolin-4-amine